O=C1N(C(C=C1)=O)C1=CC=C(C(=O)OC2=C(C(=C(C(=C2F)F)F)F)F)C=C1 (2,3,4,5,6-pentafluorophenyl) 4-(2,5-dioxopyrrol-1-yl)benzoate